[Ir+3].ClC1=C2C(=C(N=C(C2=CC=C1)Cl)Cl)C#N dichloro(1-chloro-4-cyanoisoquinoline) iridium (III)